(S)-9-Benzyl-4-cyclopropyl-2-methyl-1-oxa-4,9-diazaspiro[5.5]undecan-3-on C(C1=CC=CC=C1)N1CCC2(CN(C([C@@H](O2)C)=O)C2CC2)CC1